2,2,4-TRIMETHYLPENTANOIC ACID CC(C(=O)O)(CC(C)C)C